2-(2'-Ethyl-3'-oxo-6'-(pyrrolidin-1-yl)-2',3'-dihydro-1'H-spiro[cyclobutane-1,4'-isoquinolin]-3-yl)isoindoline-1,3-dione C(C)N1CC2=CC=C(C=C2C2(C1=O)CC(C2)N2C(C1=CC=CC=C1C2=O)=O)N2CCCC2